COC(=O)C=1C=C(C2=C(N(C(=N2)CCl)CCN2C(=NC=C2)C)C1)Cl.CN1CCN(CC1)CC1=CC(=CC(=C1)C(F)(F)F)[N+](=O)[O-] 1-methyl-4-(3-nitro-5-(trifluoromethyl)benzyl)piperazine Methyl-4-chloro-2-(chloromethyl)-1-(2-(2-methyl-1H-imidazol-1-yl)ethyl)-1H-benzo[d]imidazole-6-carboxylate